CN1C(OC2=C1C=CC(=C2)N2CCC1(CN(C1)C(=O)NCCCCC1=CC=CC=C1)CC2)=O 7-(3-Methyl-2-oxo-1,3-benzoxazol-6-yl)-N-(4-phenylbutyl)-2,7-diazaspiro[3.5]nonane-2-carboxamide